3-(4-(4-((((R)-1-cyclohexylethoxy)carbonyl)amino)-3-methylisoxazol-5-yl)phenoxy)cyclohexanecarboxylic acid C1(CCCCC1)[C@@H](C)OC(=O)NC=1C(=NOC1C1=CC=C(OC2CC(CCC2)C(=O)O)C=C1)C